N-((2s,4r)-6-azaspiro[3.4]oct-2-yl)methanesulfonamide C1C(CC12CNCC2)NS(=O)(=O)C